ethyl 2-chloro-2-fluoro-acetate ClC(C(=O)OCC)F